FC(C1=NN=C(O1)C=1C=CC2=C(C(N(C(O2)(C)C2=CC=C(C=C2)F)CC)=O)C1)F 6-[5-(difluoromethyl)-1,3,4-oxadiazol-2-yl]-3-ethyl-2-(4-fluorophenyl)-2-methyl-2,3-dihydro-4H-1,3-benzoxazin-4-one